2-Chloro-N-[2-(4-formylcyclohexyl)-6-(1-hydroxy-1-methyl-ethyl)indazol-5-yl]benzamide ClC1=C(C(=O)NC2=CC3=CN(N=C3C=C2C(C)(C)O)C2CCC(CC2)C=O)C=CC=C1